PIPERAZIN-1-YL-ACETIC ACID N1(CCNCC1)CC(=O)O